2,7-dimethyl-2H-indazol-6-amine CN1N=C2C(=C(C=CC2=C1)N)C